ClC=1C=C(C=CC1)C1=CC=C(C=C1)O 4-(3-chlorophenyl)phenol